(S)-2-chloro-N-(7-(8-ethyl-2-((piperidin-2-ylmethyl)amino)quinazolin-6-yl)pyrrolo[2,1-f][1,2,4]triazin-4-yl)benzenesulfonamide ClC1=C(C=CC=C1)S(=O)(=O)NC1=NC=NN2C1=CC=C2C=2C=C1C=NC(=NC1=C(C2)CC)NC[C@H]2NCCCC2